(S)-5-(3-(tert-butoxy)-2-((1,3-dioxoisoindolin-2-yl)oxy)-3-oxopropoxy)-2-((1-(tert-butoxycarbonyl)-3-hydroxyazetidin-3-yl)methyl)-1-methyl-2H-indazol-1-ium C(C)(C)(C)OC([C@H](COC1=CC2=CN([N+](=C2C=C1)C)CC1(CN(C1)C(=O)OC(C)(C)C)O)ON1C(C2=CC=CC=C2C1=O)=O)=O